C(#N)C=1C=C(OC=2C=C(C=NC2)C2=CC(=C(C#N)C=C2)F)C=CC1N1CCC2(CN(C2)C(C(C)(C)O)=O)CC1 4-(5-(3-cyano-4-(2-(2-hydroxy-2-methylpropanoyl)-2,7-diazaspiro[3.5]nonan-7-yl)phenoxy)pyridin-3-yl)-2-fluorobenzonitrile